(E)-5-((2-(2,6-dioxopiperidin-3-yl)-1,3-dioxoisoindolin-4-yl)oxy)-N-(3-(6-methoxy-5-((4-(3-(5-nitrothiophen-2-yl)acrylamido)phenyl)sulfonamido)pyrazin-2-yl)prop-2-yn-1-yl)pentanamide O=C1NC(CCC1N1C(C2=CC=CC(=C2C1=O)OCCCCC(=O)NCC#CC1=NC(=C(N=C1)NS(=O)(=O)C1=CC=C(C=C1)NC(\C=C\C=1SC(=CC1)[N+](=O)[O-])=O)OC)=O)=O